6-methoxy-7-(piperidin-1-yl)-11-bromo-13,13-dipropyl-3-phenyl-3-(2-(2-(1-hydroxyethoxy)ethoxy)ethoxy)phenyl-3H,13H-indeno[2',3':3,4]naphtho[1,2-b]pyran COC=1C=CC(CC1C=1C2=C(OCC1)C=1C=CC(=CC1C1=C2C(C2=CC(=CC=C21)Br)(CCC)CCC)N2CCCCC2)(OCCOCCOC(C)O)C2=CC=CC=C2